N-[(2E)-3-[(3-fluoro-4-methoxyphenyl)[(2-fluoroethyl)imino]oxo-λ6-sulfanyl]prop-2-en-1-yl]-3-oxo-2,3,5,6,7,8-hexahydroisoquinoline-4-carboxamide FC=1C=C(C=CC1OC)S(/C=C/CNC(=O)C=1C(NC=C2CCCCC12)=O)(=O)=NCCF